4-chloro-7,8-dihydro-5H-pyrido[3',4':4,5]pyrrolo[2,3-d]pyrimidine-6(9H)-carboxylic acid benzyl ester C(C1=CC=CC=C1)OC(=O)N1CC2=C(NC=3N=CN=C(C32)Cl)CC1